N1-(trans)-{3-[(2S)-2-(4-fluorophenyl)propanamido]-3,4-dihydro-2H-1-benzopyran-4-yl}-N2-methylbenzene-1,2-dicarboxamide FC1=CC=C(C=C1)[C@@H](C(=O)N[C@@H]1COC2=C([C@H]1NC(=O)C=1C(=CC=CC1)C(=O)NC)C=CC=C2)C